C(#N)C=1C=C(C=CC1OC(C)(C)C)C=1SC(=C(N1)C)C(=O)O 2-[3-cyano-4-(2-isobutoxy)-phenyl]-4-methylthiazole-5-carboxylic acid